CC1=C2C(=CC=3C=4C=C(C=CC4N(C13)C)OCC(=O)OC(C)(C)C)C=NC=C2 tertbutyl 2-((5,6-dimethyl-6H-pyrido[4,3-b]carbazol-9-yl)oxy)acetate